N-octylisothiazolin C(CCCCCCC)N1SCCC1